ClC1=CC=C(OCC(=O)N2CCN(CC2)CC2=NC3=CC=CC=C3C(N2C2=C(C=CC(=C2)C(F)(F)F)OC(C)C)=O)C=C1 2-((4-(2-(4-chlorophenoxy)acetyl)piperazin-1-yl)methyl)-3-(2-isopropoxy-5-(trifluoromethyl)phenyl)quinazolin-4(3H)-one